N-ethyl-N-(2-hydroxy-3-propylsulfo)-3,5-dimethylaniline sodium [Na].C(C)N(C1=CC(=CC(=C1)C)C)S(=O)(=O)OCC(C)O